BrC=1C=C(C=C2CN(C(C12)=O)C1C(NC(CC1)=O)=O)S(=O)(=O)C 3-(7-bromo-5-(methylsulfonyl)-1-oxoisoindolin-2-yl)piperidine-2,6-dione